C(C)OC(CCCCCCOC=1C2=C(C=3N=C(C(N(C3C1)C(C)=O)=O)C(C)C)C=CC=C2)=O 7-((4-Acetyl-2-isopropyl-3-oxo-3,4-dihydrobenzo[f]quinoxalin-6-yl)oxy)heptanoic acid ethyl ester